estradiol 3,17-disulfate C[C@]12CC[C@H]3[C@H]([C@@H]1CC[C@@H]2OS(=O)(=O)O)CCC4=C3C=CC(=C4)OS(=O)(=O)O